FC=1C(=NC(=CC1C(F)(F)F)N1C[C@H](OCC1)C)N1C(C=CC=C1)=O 3'-fluoro-6'-[(2R)-2-methylmorpholine-4-yl]-4'-(trifluoromethyl)-2H-[1,2'-bipyridine]-2-one